ClC=1C(=C(C=CC1)C(CCCNC(OC(C)(C)C)=O)=O)N(C)C tert-butyl (4-(3-chloro-2-(dimethylamino)phenyl)-4-oxobutyl)carbamate